4,4'-disulfanediyldianiline S(SC1=CC=C(N)C=C1)C1=CC=C(N)C=C1